2-(4-(2-bromobenzoyl)-2-chlorophenoxy)-N-(pyridin-3-yl)acetamide dimethyl-(6-cyclobutoxy-3-oxo-1,3-dihydroisobenzofuran-1-yl)phosphonate COP(OC)(=O)C1OC(C2=CC=C(C=C12)OC1CCC1)=O.BrC1=C(C(=O)C2=CC(=C(OCC(=O)NC=3C=NC=CC3)C=C2)Cl)C=CC=C1